CC=1C=CC=C2C(C=C(OC12)C(=O)O)=O 8-methylchromone-2-carboxylic acid